C(C)(=O)C=1C=C(NC1)C(=O)NCC1=C(C=CC=C1)C(F)(F)F 4-acetyl-N-(2-trifluoromethylbenzyl)-1H-pyrrole-2-carboxamide